BrC=1C=C2C(=CC1)C(N(CC21CC1)CC(=O)N)=O 2-(6-bromo-1-oxo-spiro[3H-isoquinoline-4,1'-cyclopropane]-2-yl)acetamide